CC(C)(C)OC(CN1CCC(CC1)C1CCNCC1)=O [4-(hexahydropyridin-4-yl)hexahydropyridin-1-yl]acetic acid-2-methylpropan-2-yl ester